2-(3-bromophenyl)-2-cyclopropylacetic acid BrC=1C=C(C=CC1)C(C(=O)O)C1CC1